C(C=1C(O)=CC=CC1)O salicylalcohol